N-(3'-((5-amino-6-chloropyrimidin-4-yl)amino)-4'-(4-methylpiperazin-1-yl)-[1,1'-biphenyl]-4-yl)butanamide NC=1C(=NC=NC1Cl)NC=1C=C(C=CC1N1CCN(CC1)C)C1=CC=C(C=C1)NC(CCC)=O